ClN1CC=NC2=CC=CC(=C12)Cl 1,8-dichloroquinoxaline